C(C1=CC=CC=C1)N(C1CCCCC1)CC1=CC=CC=C1 4-(dibenzylamino)cyclohexan